C(C)(C)OC=1C=C(C(=O)N)C=CC1[C@@H](C1=CC=NC=C1)OC1=CC=C2C(CCOC2=C1C)=O (R)-3-isopropoxy-4-(((8-methyl-4-oxochroman-7-yl)oxy)(pyridin-4-yl)methyl)benzamide